C(#C)C1=CC(=C2C=CC(=NC2=C1)C)C1(CC1)NC(C1=C(C=CC(=C1)OCC1N(CC1)C)C)=O N-(1-(7-Ethynyl-2-methylquinolin-5-yl)cyclopropyl)-2-methyl-5-((1-methylazetidin-2-yl)methoxy)benzamide